3-[4-(2-(2-fluoroethyl)pyrazol-3-yl)phenyl]azetidine-1-carboxylic acid tert-butyl ester C(C)(C)(C)OC(=O)N1CC(C1)C1=CC=C(C=C1)C=1N(N=CC1)CCF